1-hydroxybenzoyl-Triazole 2-{3-[2-(1-{[3,5-Bis(difluoromethyl)-1H-pyrazol-1-yl]acetyl}piperidin-4-yl)-1,3-thiazol-4-yl]-4,5-dihydro-1,2-oxazol-5-yl}-3-chlorophenyl-methanesulfonate FC(C1=NN(C(=C1)C(F)F)CC(=O)N1CCC(CC1)C=1SC=C(N1)C1=NOC(C1)C1=C(C=CC=C1Cl)CS(=O)(=O)O)F.OC1(C(=O)C=2N=NNC2)CC=CC=C1